[Na+].[N-](S(=O)(=O)C(F)(F)F)S(=O)(=O)C(F)(F)F bis(trifluoromethanesulfonyl)imide sodium salt